BrC=C(C1=C(C=CC(=C1)C)OCOC)C1=CC=C(C=C1)Cl 2-bromo-1-(4-chlorophenyl)-1-(2-methoxymethoxy-5-methylphenyl)-ethylene